4-fluoro-3-((4-methylphenyl)sulfonamido)-N-(pyridin-3-ylmethyl)benzamide FC1=C(C=C(C(=O)NCC=2C=NC=CC2)C=C1)NS(=O)(=O)C1=CC=C(C=C1)C